N-(2-(2-(4-(benzyloxy)phenoxy)ethoxy)ethyl)cyclopropylamine C(C1=CC=CC=C1)OC1=CC=C(OCCOCCNC2CC2)C=C1